C(C)(C)OC=1C=C(C=CC1)[C@@H]1CCC=C2CCN([C@@H]12)S(=O)(=O)CC1=CC=CC=C1 (7S,7aS)-7-(3-isopropoxyphenyl)-1-toluenesulfonyl-2,3,5,6,7,7a-hexahydro-1H-indole